ClC=1C=C(C2=C(NC(=N2)C2=CC=C(C=C2)[N+](=O)[O-])C1)C 6-chloro-4-methyl-2-(4-nitrophenyl)-1H-benzimidazole